C/C(=C\CO)/CC[C@@H]1[C@]2(CCCC(C2CC[C@@]1(C)O)(C)C)C labdenediol